2-(3-chloro-4-hydroxyphenyl)acetic acid ClC=1C=C(C=CC1O)CC(=O)O